C1(CC1)C=1C(=NSC1)OCC1CC(C1)C1=NNC(=C1)NC(CC1=CC(=NO1)C)=O N-(3-(3-(((4-cyclopropylisothiazol-3-yl)oxy)methyl)cyclobutyl)-1H-pyrazol-5-yl)-2-(3-methylisoxazol-5-yl)acetamide